C(C)(C)(C)C1=NC=2C(=CC=C(C2N=C1)C(=O)NC=1C=C(C=2N(C1)C=C(N2)C)F)Br tert-butyl-8-bromo-N-(8-fluoro-2-methylimidazo[1,2-a]pyridin-6-yl)quinoxaline-5-carboxamide